1-(5-fluoroindolin-3-yl)-2-methyl-propan-2-ol FC=1C=C2C(CNC2=CC1)CC(C)(O)C